dimethyl-6-oxohexan-1-aminium iodide [I-].CC(CCCCC=O)([NH3+])C